OC1=C(C(=O)OC)C=C(C=C1)C=CC(C1=CC=CC=C1)=O Methyl 2-hydroxy-5-(3-oxo-3-phenyl-1-propenyl)benzoate